1,2,4-triazole bromide bis(trifluoromethylsulfonyl)imide salt [N-](S(=O)(=O)C(F)(F)F)S(=O)(=O)C(F)(F)F.[Br-].N1N=CN=C1